benzyl-dimethyldecyl-ammonium chloride [Cl-].C(C1=CC=CC=C1)[N+](CCCCCCCCCC)(C)C